N-(1-(4-(Pentafluoro-λ6-sulfanyl)phenyl)-1H-indol-5-yl)acrylamid FS(C1=CC=C(C=C1)N1C=CC2=CC(=CC=C12)NC(C=C)=O)(F)(F)(F)F